CC/C=C/C(=O)SCCNC(CCNC([C@@H](C(COP(OP(OC[C@@H]1[C@H]([C@H]([C@@H](O1)N1C=NC=2C(N)=NC=NC12)O)OP(=O)(O)O)(=O)O)(=O)O)(C)C)O)=O)=O Methyl-crotonyl-CoA